FC(C(C)(C)O)(F)C=1C(=C(C=CC1)[C@@H](C)NC1=NC(=NC2=CC3=C(C=C12)N(C([C@H](N3C)C)=O)C)C)F |&1:28| (R/S)-4-(((R)-1-(3-(1,1-difluoro-2-hydroxy-2-methylpropyl)-2-fluorophenyl)ethyl)amino)-2,6,8,9-tetramethyl-8,9-dihydropyrazino[2,3-g]quinazolin-7(6H)-one